2'-(4-methoxybenzyl)-6'-((4-methoxybenzyl)(pyrimidin-4-yl)amino)-1',5'-dioxo-1',5'-dihydro-2'H-spiro[cyclohexane-1,3'-imidazo[1,5-a]pyridine]-8'-carbonitrile COC1=CC=C(CN2C3(N4C(=C(C=C(C4=O)N(C4=NC=NC=C4)CC4=CC=C(C=C4)OC)C#N)C2=O)CCCCC3)C=C1